COC(C1=C(C=CC=C1)C1CNCCO1)=O morpholin-2-yl-benzoic acid Methyl ester